C(C#C)OC1=CC=C(N)C=C1 4-(2-propyn-1-yloxy)aniline